O=C1NC=C(C(N1)=O)C=1C=C(C=2N(N1)C=CN2)N2CC(C(C2)(F)F)NC(OCC(F)(F)F)=O 2,2,2-trifluoroethyl (1-(6-(2,4-dioxo-1,2,3,4-tetrahydropyrimidin-5-yl)imidazo[1,2-b]pyridazin-8-yl)-4,4-difluoropyrrolidin-3-yl)carbamate